5-phenyl-cytosine C1(=CC=CC=C1)C=1C(=NC(NC1)=O)N